2-(4-amino-8-methoxy-6-(methoxycarbonyl)-9H-pyrimido[4,5-b]indol-9-yl)acetic acid NC1=NC=NC=2N(C3=C(C=C(C=C3C21)C(=O)OC)OC)CC(=O)O